3-((tert-butoxycarbonylamino)methyl)phenylboronic acid C(C)(C)(C)OC(=O)NCC=1C=C(C=CC1)B(O)O